F[C@@H]1[C@H]2CC[C@@H](C[C@@H]1N(C1=CC=CN=N1)C)N2C 6-(((1R,2R,3S,5S)-2-fluoro-8-methyl-8-azabicyclo[3.2.1]octan-3-yl)(methyl)amino)pyridazin